3-(5-(4-fluorophenyl)-6-isopropyl-1,5-dihydropyrrolo[2,3-f]indazol-7-yl)propionic acid FC1=CC=C(C=C1)N1C(=C(C2=C1C=C1C=NNC1=C2)CCC(=O)O)C(C)C